CC1=C(C=CC=C1)C1=CC(=CN1)C1=CC2=C(N(N=N2)C(C)C)C=C1 5-[5-(2-methylphenyl)-1H-pyrrol-3-yl]-1-(propan-2-yl)-1H-1,2,3-benzotriazole